C(C)OOS(=O)(=O)C Mesyloxy Ethyl Ether